(Z)-1-(4-cyanobenzyl)-3-((3,5-dimethyl-1H-pyrrol-2-yl)methylene)-2-indolone C(#N)C1=CC=C(CN2C(\C(\C3=CC=CC=C23)=C/C=2NC(=CC2C)C)=O)C=C1